[Fe].[Na].[Co].CO[Si](CCCNCCNCC1=CC=C(C=C1)C=C)(OC)OC N-[3-(trimethoxysilyl)propyl]-N'-(4-vinylbenzyl)ethylenediamine cobalt-sodium-iron